tert-butyl N-[[6-(7-bromo-9-methoxy-2,3,4,5-tetrahydro-1,4-benzoxazepin-3-yl)imidazo[1,2-a]pyridin-2-yl] methyl]carbamate BrC=1C=C(C2=C(CNC(CO2)C=2C=CC=3N(C2)C=C(N3)CNC(OC(C)(C)C)=O)C1)OC